(Exo)-3a-(1-(4-bromophenyl)vinyl)-5-hexyl-4-phenyl-1,2,3,3a,6,6a-hexahydropentalen-1-ol BrC1=CC=C(C=C1)C(=C)C12CCC(C2CC(=C1C1=CC=CC=C1)CCCCCC)O